(S)-2-(4-(6-aminopyridin-2-yl)indoline-1-carbonyl)pyrrolidine-1-carbonitrile NC1=CC=CC(=N1)C1=C2CCN(C2=CC=C1)C(=O)[C@H]1N(CCC1)C#N